6,7-dihydroxy-N-[2-(4-methoxyphenyl)ethyl]-1-phenyl-1,2,3,4-tetrahydroisoquinoline-2-carbothioamide OC=1C=C2CCN(C(C2=CC1O)C1=CC=CC=C1)C(NCCC1=CC=C(C=C1)OC)=S